2,6-Diethyl-3-methyl-4-methoxy-phenol C(C)C1=C(C(=CC(=C1C)OC)CC)O